N1(C=NC=C1)CCCNC1=CC(=C(C#N)C=C1)CN1CCN(CC1)C(C1=CC=C(C=C1)Cl)C1=CC=C(C=C1)Cl 4-([3-(1H-imidazol-1-yl)propyl]amino)-2-({4-[bis(4-chlorophenyl)methyl]piperazin-1-yl}methyl)benzonitrile